C(CCC)[B-](CCCC)(CCCC)CCCC.C(CCC)[N+](CCCC)(CCCC)CCCC tetrabutyl-ammonium tetrabutylborate